6-((7r,8as)-7-((([1,2,4]triazolo[1,5-a]pyridin-5-ylmethyl)amino)methyl)-6-oxo-hexahydropyrrolo[1,2-a]pyrazin-2(1H)-yl)nicotinonitrile N=1C=NN2C1C=CC=C2CNC[C@H]2C[C@@H]1N(CCN(C1)C1=NC=C(C#N)C=C1)C2=O